CN1CC2=CC(=CC=C2CC1)CN1N=CC(=C1)C(=O)N 1-[(2-methyl-3,4-dihydro-1H-isoquinolin-7-yl)methyl]pyrazole-4-carboxamide